CC(CC=NCC(=O)O)(C)C ((3,3-dimethylbutylidene)amino)acetic acid